12-(bis(3-fluorophenyl)methyl)-4-hydroxy-7,8,9,10-tetrahydro-3H-dipyridazino[1,2-a:1',6'-d][1,2,4]triazine-3,5(12H)-dione FC=1C=C(C=CC1)C(C1N2N(C(C=3N1N=CC(C3O)=O)=O)CCCC2)C2=CC(=CC=C2)F